NC1=CC=C(C=C1)NC1=NC=CC(=N1)C1=C(C=CC=C1)O 2-(2-((4-aminophenyl)amino)pyrimidin-4-yl)phenol